N,N-dimethyl-N-[2-[2-[p-(1,1,3,3-tetramethylbutyl)phenoxy]ethoxy]ethyl]benzylammonium chloride [Cl-].C[N+](CCOCCOC1=CC=C(C=C1)C(CC(C)(C)C)(C)C)(C)CC1=CC=CC=C1